(1r,3S)-N-((S)-1-(4-bromophenyl)-2,2,2-trifluoroethyl)-3-cyano-N-methylcyclobutane-1-carboxamide BrC1=CC=C(C=C1)[C@H](C(F)(F)F)N(C(=O)C1CC(C1)C#N)C